CN(C1CCC(CC1)NC=1N=CC2=C(N1)C1(CN(CC1)C)C(N(C2)C2=CC(=C(C=C2)NS(=O)(=O)CC2=CC=C(C=C2)F)F)=O)C N-(4-(2-(((1r,4r)-4-(dimethylamino)cyclohexyl)amino)-1'-methyl-7-oxo-5H-spiro[pyrido[4,3-d]pyrimidine-8,3'-pyrrolidin]-6(7H)-yl)-2-fluorophenyl)-1-(4-fluorophenyl)methanesulfonamide